ClC=1C=CC(=NC1)COC1=NN=C(S1)NC(C1=CN=C(C=C1C1=C(C=C(C=C1)CO)OC)C)=O N-(5-((5-chloropyridin-2-yl)methoxy)-1,3,4-thiadiazol-2-yl)-4-(4-(hydroxymethyl)-2-methoxyphenyl)-6-methylnicotinamide